l-ascorbic acid 6-palmitate C(CCCCCCCCCCCCCCC)(=O)OC[C@@H]([C@@H]1C(=C(C(=O)O1)O)O)O